N-ethyl-4-[[5-[5-(4-hydroxycyclohexoxy)-2-methyl-4-pyridyl]pyrazolo[1,5-a]pyridin-2-yl]amino]-2,6-dimethoxy-benzamide C(C)NC(C1=C(C=C(C=C1OC)NC1=NN2C(C=C(C=C2)C2=CC(=NC=C2OC2CCC(CC2)O)C)=C1)OC)=O